ClC=1C=C(CC2=C(C3=C(COCC3)S2)C(=O)N[C@@H](C)C2=CC=C(C(=O)O)C=C2)C=CC1 (S)-4-(1-(2-(3-chlorobenzyl)-4,7-dihydro-5H-thieno[2,3-c]pyran-3-carboxamido)ethyl)benzoic acid